Cl.F\C(=C/CN)\C(S(=O)(=O)C1=CC=C(C)C=C1)(F)F (Z)-3,4,4-trifluoro-4-tosylbut-2-en-1-amine hydrochloride